C(C)OC(=O)C1=CC2=C(CN(CC2)CCN)S1.NC1=NC(=NC(=N1)NC1=CC(=CC=C1)Br)C(=O)N1CCN(CC1)C1=CC=CC=C1 (4-Amino-6-((3-bromophenyl)amino)-1,3,5-triazin-2-yl)(4-phenylpiperazin-1-yl)methanone ethyl-6-(2-aminoethyl)-5,7-dihydro-4H-thieno[2,3-c]pyridine-2-carboxylate